4-Chlorodiphenylmethane C1=CC=C(C=C1)CC2=CC=C(C=C2)Cl